CN([C@@H](CC1=CC(=C(C(=O)N)C(=C1)F)F)CNC(CC(C1(CC1)C(F)(F)F)C=1C=NC=CC1)=O)C 4-[(2S)-2-(dimethylamino)-3-[3-(pyridin-3-yl)-3-[1-(trifluoromethyl)cyclopropyl]propanamido]propyl]-2,6-difluorobenzamide